P(O[Si](C)(C)C)(O[Si](C)(C)C)F bis(trimethylsilyl) fluorophosphite